BrC=1C=CC(=C(C1)C#N)CBr 5-bromo-2-(bromomethyl)cyanobenzene